FC=1C(=C(C2=C(N(CCO2)C)C1)C(=O)O)OC 6-Fluoro-7-methoxy-4-methyl-3,4-dihydro-2H-1,4-benzoxazine-8-carboxylic acid